Manganese(II) dipyridoxal diphosphate [O-]P([O-])(=O)OP(=O)([O-])[O-].N1=C(C)C(O)=C(C=O)C(CO)=C1.N1=C(C)C(O)=C(C=O)C(CO)=C1.[Mn+2].[Mn+2]